NC1=CC=C(C(=C1)C=1C(C(=O)O)=CC=CC1)C(=O)O 5-aminodiphenic acid